CC=1C(=C(C=C(C1)C)C(CCC)C1=C(C(=CC(=C1)C)C)O)O 1,1-bis-(3,5-dimethyl-2-hydroxyphenyl)-butane